ClC1=CC(=C2C(=N1)N(N=C2)[C@H]2[C@@H]([C@@H]([C@H](O2)COC(CO)(CO)P(O)(O)=O)O)O)NC2CCCC2 |r| rac-(2-(((2R,3S,4R,5R)-5-(6-chloro-4-(cyclopentylamino)-1H-pyrazolo[3,4-b]pyridin-1-yl)-3,4-dihydroxytetrahydrofuran-2-yl)methoxy)-1,3-dihydroxypropan-2-yl)phosphonic acid